methyl-(1S,3R)-1-(4-(adamantan-1-ylamino)phenyl)-2-(2-chloroacetyl)-6-methoxy-1,2,3,4-tetrahydroisoquinoline-3-carboxylic acid methyl ester COC(=O)[C@@H]1N([C@](C2=CC=C(C=C2C1)OC)(C1=CC=C(C=C1)NC12CC3CC(CC(C1)C3)C2)C)C(CCl)=O